C(CCC)N(CCC[Si](C1=C(C=C)C=CC=C1)(OCC)OCC)CCCC 2-[(3-dibutylaminopropyl)diethoxysilyl]styrene